1-tert-butoxycarbonyl-3,3-difluoro-piperidine-4-carboxylic acid C(C)(C)(C)OC(=O)N1CC(C(CC1)C(=O)O)(F)F